C1(=CC=CC=C1)[C@@H]1[C@H](C1)NC(=O)[C@@H]1CN(C[C@H]1C(N[C@@H]1[C@H](C1)C1=CC=CC=C1)=O)C(=O)C1=CC=C(C(=O)N2C[C@H]([C@@H](C2)C(NCCCCCCCCCCCCCC)=O)N(C(OCC2C3=CC=CC=C3C=3C=CC=CC23)=O)C)C=C1 (9H-fluoren-9-yl)methyl ((3S,4R)-1-(4-((3S,4S)-3,4-bis(((1S,2R)-2-phenylcyclopropyl)carbamoyl)pyrrolidine-1-carbonyl)benzoyl)-4-(tetradecylcarbamoyl)pyrrolidin-3-yl)(methyl)carbamate